CC(CCC#CCCCO)C 8-methylnon-4-yn-1-ol